2-acrylamido-N-(6-(3,5-dimethylphenyl)-1H-indazol-3-yl)benzamide C(C=C)(=O)NC1=C(C(=O)NC2=NNC3=CC(=CC=C23)C2=CC(=CC(=C2)C)C)C=CC=C1